N-(2-bromo-4-pyridyl)-2-fluoro-prop-2-enamide BrC1=NC=CC(=C1)NC(C(=C)F)=O